ClC1=CC=C(C=C1)C1=NN(C(C2=CC=CC=C12)=O)NC(CC=1C=NC=CC1)=O N-[4-(4-chlorophenyl)-1-oxophthalazin-2(1H)-yl]-2-(pyridin-3-yl)acetamide